COC1=C(C=CC=C1C1=NN(C=N1)C)NC1=C(N=NC=C1)C(=O)NC(F)(F)F 4-((2-methoxy-3-(1-methyl-1H-1,2,4-triazol-3-yl)phenyl)amino)-N-(trifluoromethyl)pyridazine-3-carboxamide